(S)-2-(6-(5,6-dimethoxy-1H-benzo[d]imidazol-1-yl)-3-(hydroxyethyl)pyridin-2-yl)benzamide COC1=CC2=C(N(C=N2)C2=CC=C(C(=N2)C2=C(C(=O)N)C=CC=C2)CCO)C=C1OC